tert-butyl 5-[2-({[(2S,4R)-1-[(2S)-2-[(1-fluorocyclopropyl)formamido]-3,3-dimethylbutanoyl]-4-hydroxypyrrolidin-2-yl]formamido}methyl)-5-(4-methyl-1,3-thiazol-5-yl)phenoxy]pentanoate FC1(CC1)C(=O)N[C@H](C(=O)N1[C@@H](C[C@H](C1)O)C(=O)NCC1=C(OCCCCC(=O)OC(C)(C)C)C=C(C=C1)C1=C(N=CS1)C)C(C)(C)C